Butyl 2,4-dichloro-5,8-dihydropyrido[3,4-d]pyrimidine-7(6H)-carboxylate ClC=1N=C(C2=C(N1)CN(CC2)C(=O)OCCCC)Cl